[N+](=O)([O-])C=1C(NC2=CC=CN=C2C1)=O 3-nitro-1,2-dihydro-1,5-naphthyridin-2-one